O=C1NC(CCC1N1C(C2=CC=C(C=C2C1=O)N1CCN(CC1)CC1CNC1)=O)=O 3-((4-(2-(2,6-dioxopiperidin-3-yl)-1,3-dioxoisoindolin-5-yl)piperazin-1-yl)methyl)azetidin